(4S)-4-methyl-3-(2-{[5-(propan-2-yl)-1,2-thiazol-3-yl]amino}quinazolin-7-yl)-1,3-oxazolidin-2-one C[C@@H]1N(C(OC1)=O)C1=CC=C2C=NC(=NC2=C1)NC1=NSC(=C1)C(C)C